3-[3-(3,4-Difluoro-benzyl)-3H-imidazo[4,5-b]pyridin-2-yl]-N-[(S)-1-(4-dimethylaminomethyl-phenyl)-ethyl]-propionamide FC=1C=C(CN2C(=NC=3C2=NC=CC3)CCC(=O)N[C@@H](C)C3=CC=C(C=C3)CN(C)C)C=CC1F